3-((4-(trifluoromethoxy)benzyl)oxy)azetidine FC(OC1=CC=C(COC2CNC2)C=C1)(F)F